NCC#CC=1C(=CC2=C(C=C(O2)C(=O)NCCCCNC(C[C@H]2C=3N(C4=C(C(=N2)C2=CC=C(C=C2)Cl)C(=C(S4)C)C)C(=NN3)C)=O)C1)OC (S)-5-(3-aminoprop-1-yn-1-yl)-N-(4-(2-(4-(4-chlorophenyl)-2,3,9-trimethyl-6H-thieno[3,2-f][1,2,4]triazolo[4,3-a][1,4]diazepin-6-yl)acetamido)butyl)-6-methoxybenzofuran-2-carboxamide